C12(C(=CC=C3C4=CC=CC=C4C=C13)N)C=CC=C1C3=CC=CC=C3C=C12 Spirobifluorenylamin